C1=CC=C(C=C1)C=CC2=CC=CC=C2N=NC3=CC=CC=C3C=CC4=CC=CC=C4 Azo-Stilbene